7-benzyl-8-(3,4-difluorophenoxy)-1-(3-hydroxypropyl)-3-methyl-1H-purine-2,6(3H,7H)-dione C(C1=CC=CC=C1)N1C(=NC=2N(C(N(C(C12)=O)CCCO)=O)C)OC1=CC(=C(C=C1)F)F